C(#N)C1=CC=C(S1)\C=N\[S@@](=O)C(C)(C)C (S,E)-N-((5-cyanothiophen-2-yl)methylene)-2-methylpropane-2-sulfinamide